4-(4-(((1-(dimethylamino)cyclobutyl)methyl)amino)-8-fluoro-2-(((2R,7aS)-2-fluorotetrahydro-1H-pyrrolizin-7a(5H)-yl)methoxy)quinazolin-7-yl)-5-methyl-5,6,7,8-tetrahydronaphthalen-2-ol CN(C1(CCC1)CNC1=NC(=NC2=C(C(=CC=C12)C1=CC(=CC=2CCCC(C12)C)O)F)OC[C@]12CCCN2C[C@@H](C1)F)C